FF fluoro(fluorine)